C(#N)C1(CCCC1)NC(=O)C1=NC(=CC=C1OC)NC1=CC(=NC(=C1)F)F N-(1-cyanocyclopentyl)-6-[(2,6-difluoro-4-pyridinyl)amino]-3-methoxy-pyridine-2-carboxamide